(2R,3R,5S)-2-{4-amino-5-bromo-7H-pyrrolo[2,3-d]pyrimidin-7-yl}-5-ethenyloxolan-3-ol NC=1C2=C(N=CN1)N(C=C2Br)[C@@H]2O[C@@H](C[C@H]2O)C=C